O=C1C=C(N=C2N1C=CC=C2)C(=O)NCC=2N=C1N(C=C(C=C1)CNCCC=1C=NC=CC1)C2 4-oxo-N-{[6-({[2-(pyridin-3-yl)ethyl]amino}methyl)imidazo[1,2-a]pyridin-2-yl]methyl}-4H-pyrido[1,2-a]pyrimidine-2-carboxamide